(R)-2-amino-1-(6,7-dichloro-1-methyl-1,3,4,5-tetrahydro-2H-pyrido[4,3-b]indol-2-yl)ethan-1-one NCC(=O)N1[C@@H](C2=C(NC=3C(=C(C=CC23)Cl)Cl)CC1)C